2-(2-((5-(4-aminophenyl)-1-isopropyl-1H-indazol-3-yl)methoxy)phenyl)acetic acid NC1=CC=C(C=C1)C=1C=C2C(=NN(C2=CC1)C(C)C)COC1=C(C=CC=C1)CC(=O)O